1-(3-methoxycyclobutyl)-N-((5-phenyl-1,3,4-thiadiazol-2-yl)methyl)-1H-1,2,3-triazole-4-carboxamide COC1CC(C1)N1N=NC(=C1)C(=O)NCC=1SC(=NN1)C1=CC=CC=C1